FC1(C[C@@H](N(C1)C1CCN(CC1)C)C(=O)NC=1C=CC=C2C(=CNC12)C1=NC(=NC=C1)NC=1C(=NN(C1)C)OC)F (R)-4,4-difluoro-N-(3-(2-((3-methoxy-1-methyl-1H-pyrazol-4-yl)amino)pyrimidin-4-yl)-1H-indol-7-yl)-1-(1-methylpiperidin-4-yl)pyrrolidine-2-carboxamide